isodecyl diisooctyl mellitate C(C1=C(C(=O)[O-])C(C(=O)[O-])=C(C(=O)[O-])C(C(=O)OCCCCCC(C)C)=C1C(=O)OCCCCCC(C)C)(=O)OCCCCCCCC(C)C